CC1CCN(CC1)N(C(=O)NC1=CC=C(C=C1)OCC(C)C)CC1=CC=C(C=C1)F 1-(4-methylpiperidin-1-yl)-1-(4-fluorobenzyl)-3-(4-isobutoxyphenyl)urea